ClC=1C=C(C=CC1C(F)(F)F)N1CC2=CC(=CC=C2CC1)OC N-(3-Chloro-4-(trifluoromethyl)phenyl)-7-methoxy-3,4-dihydroisoquinoline